CC=1C(=CC2=C(C(C(O2)=CC=2OC(=CC2)C2=C(C=CC=C2)[N+](=O)[O-])=O)C1)C 5,6-Dimethyl-2-[[5-(2-nitrophenyl)-2-furanyl]methylene]-3(2H)-benzofuranone